N-((1H-pyrrolo[3,2-c]pyridin-2-yl)methyl)-2-(3-((4-methoxybutyl)amino)-6-(1-methyl-1H-pyrazol-4-yl)-2-oxopyrazin-1(2H)-yl)acetamide N1C(=CC=2C=NC=CC21)CNC(CN2C(C(=NC=C2C=2C=NN(C2)C)NCCCCOC)=O)=O